N1C=NC2=C1C=CC(=C2)N2C([C@H]([C@H]2C=2C=NC(=CC2C)C=2C=NN(C2)C(F)(F)F)C2CC2)=O (3S,4S)-1-(1H-benzo[d]imidazol-5-yl)-3-cyclopropyl-4-(4-methyl-6-(1-(trifluoromethyl)-1H-pyrazol-4-yl)pyridin-3-yl)azetidin-2-one